C(C)C=1C(NC=2C=C(C=NC2C1)CN1C2(CCC2)CN(CC1)C=1C=CC(=NC1C)C(=O)NC)=O 5-(5-((7-ethyl-6-oxo-5,6-dihydro-1,5-naphthyridin-3-yl)methyl)-5,8-diazaspiro[3.5]nonan-8-yl)-N,6-dimethylpicolinamide